N-(3,3-difluorocyclobutyl)-2-(1-methyl-piperidin-4-yl)benzo-[d]thiazole-6-carboxamide FC1(CC(C1)NC(=O)C1=CC2=C(N=C(S2)C2CCN(CC2)C)C=C1)F